BrC1=CC=C(C=C1)NC(=O)C1=NC=CC2=C1NC1=CC=CC=C21 N-(4-bromophenyl)-9H-pyrido[3,4-b]indole-1-carboxamide